N,N-dimethyl-2-morpholino-4-(3-pyrazol-1-ylphenyl)-6-(3-pyridylamino)pyrimidine-6-carboxamide CN(C(=O)C1(C=C(N=C(N1)N1CCOCC1)C1=CC(=CC=C1)N1N=CC=C1)NC=1C=NC=CC1)C